N-((2,5-dibromophenyl)carbamothioyl)adamantane-1-carboxamide BrC1=C(C=C(C=C1)Br)NC(=S)NC(=O)C12CC3CC(CC(C1)C3)C2